C(CCC)OC(CCC1=CC=C(C=C1)O)=O butyl-4-hydroxyhydrocinnamate